ClC=1N=CC2=C(N1)N(C=C2Cl)CC(COC2=NN(C(=C2[N+](=O)[O-])C)C2=NN(C=C2C)C)F 2,5-dichloro-7-(2-fluoro-3-((1',4',5-trimethyl-4-nitro-1'H-[1,3'-bipyrazol]-3-yl)oxy)propyl)-7H-pyrrolo[2,3-d]pyrimidine